N1=C(N=C(N=C1NC1=CC=C(C=C1)O)NC1=CC=C(C=C1)O)NC1=CC=C(C=C1)O 4,4',4''-((1,3,5-triazin-2,4,6-triyl)tris(azanediyl))triphenol